NC1=NC2=C(N1C13CN(CC(CC1)C3)CCOC3=C(C=NN3C)C3=CC(=CN(C3=O)C)C(=O)O)C=C(C=C2)Br 5-(5-{2-[1-(2-amino-6-bromo-1,3-benzodiazol-1-yl)-3-azabicyclo[3.2.1]octan-3-yl]ethoxy}-1-methylpyrazol-4-yl)-1-methyl-6-oxopyridine-3-carboxylic acid